1-(4-benzyl-3-oxo-3,4-dihydro-2H-benzo[b][1,4]thiazin-6-yl)-3-(5-(pyrimidin-5-yl)-1H-indol-3-yl)urea C(C1=CC=CC=C1)N1C2=C(SCC1=O)C=CC(=C2)NC(=O)NC2=CNC1=CC=C(C=C21)C=2C=NC=NC2